O([C@H]1[C@H](O)[C@@H](O)[C@H](O)[C@H](O1)CO)C1=CNC2=CC=C(C=C12)OC1=NC(=NC(=N1)NCCOCCOCCNC(OCC1[C@H]2CCC#CCC[C@@H]12)=O)OC 5-{[4-({1-[(1R,8S,9s)-Bicyclo[6.1.0]non-4-yn-9-yl]-3-oxo-2,7,10-trioxa-4-azadodecan-12-yl}amino)-6-methoxy-1,3,5-triazin-2-yl]oxy}-1H-indole-3-yl β-D-glucopyranoside